5-(tert-butyl)-7-bromo-2-phenylbenzoxazole-13C C(C)(C)(C)C=1C=C(C2=C(N=[13C](O2)C2=CC=CC=C2)C1)Br